ClC=1C=C(C=CC1)C1=C(C(=CC=C1)C[C@@H]1N(CC[C@@H]1NS(=O)(=O)C)C(=O)C1(CCC1)O)F N-((2S,3S)-2-((3'-chloro-2-fluorobiphenyl-3-yl)methyl)-1-((1-hydroxycyclobutyl)carbonyl)pyrrolidin-3-yl)methanesulfonamide